C(C)C1=C(C=CC(=C1)N1CCN(CCC1)C)NC1=NC=C(C(=N1)NCCCN1CCOCCC1=O)C(F)(F)F 4-(3-((2-((2-ethyl-4-(4-methyl-1,4-diazepan-1-yl)phenyl)amino)-5-(trifluoromethyl)pyrimidin-4-yl)amino)propyl)-1,4-oxazepan-5-one